tert-butyl 6-(cis-4-methylpiperidin-1-yl)pyridazine-3-carboxylate CC1CCN(CC1)C1=CC=C(N=N1)C(=O)OC(C)(C)C